CN1N=CC2=NC(=CC(=C21)C2C(C(=O)NC(C)C)(C=CC=C2)C(C)C)C2CN(CC2)CC2CCC(CC2)NS(=O)(=O)CC 1-methyl-5-(1-{[(1r,4r)-4-ethanesulfonamidocyclohexyl]methyl}pyrrolidin-3-yl)-1H-pyrazolo[4,3-b]pyridine-7-yl-1-(2-propyl)-N-(isopropyl)benzamide